C(C)OC(CCC=C)=O penta-4-Enoic acid ethyl ester